COC(=O)[C@@]1(N(C[C@@H](C1)F)C(=O)OC(C)(C)C)CCCO[Si](C)(C)C(C)(C)C (2R,4R)-2-(3-((tert-Butyldimethylsilyl)oxy)propyl)-4-fluoropyrrolidine-1,2-dicarboxylic acid 1-(tert-butyl) 2-methyl ester